S1C=NC2=C1C=CC(=C2)C(C)N(C(C(=O)O)=O)CC2CC2 2-((1-(benzo[d]thiazol-5-yl)ethyl)(cyclopropylmethyl)amino)-2-oxoacetic acid